NC=1C=2N(C=CN1)C(=NC2C)[C@@H](C)C=2C(=C(C(=O)NCCN1CCN(CC1)C)C(=C(C2)Cl)F)OC(C)C (S)-3-(1-(8-amino-1-methylimidazo[1,5-a]pyrazin-3-yl)ethyl)-5-chloro-6-fluoro-2-isopropoxy-N-(2-(4-methylpiperazin-1-yl)ethyl)benzamide